OCCC1(CN(C(C1)=O)C=1C=CC=2OCC(NC2N1)=O)NC(OC(C)(C)C)=O tert-Butyl N-[3-(2-hydroxyethyl)-5-oxo-1-(3-oxo-4H-pyrido[3,2-b][1,4]oxazin-6-yl)pyrrolidin-3-yl]carbamate